5-amino-6-(3-hydroxy-2,6-dimethylphenyl)-2-methylbenzo[d]thiazole-4-carboxamide NC1=C(C=C2C(N=C(S2)C)=C1C(=O)N)C1=C(C(=CC=C1C)O)C